methyl 3-(acetylthiomethyl)-2,5-dimethoxybenzoate C(C)(=O)SCC=1C(=C(C(=O)OC)C=C(C1)OC)OC